FC=1C=CC(=NC1)C=1C(=NN(C1C)C)C=O (4-(5-fluoropyridin-2-yl)-1,5-dimethyl-1H-pyrazol-3-yl)methanone